ClC1=NC=C(C(=C1)C1=NN(C=C1)C(F)F)[N+](=O)[O-] 2-chloro-4-(1-(difluoromethyl)-1H-pyrazol-3-yl)-5-nitropyridine